BrC1=NN2C(N=CC=C2C(=O)OCC)=C1C#N ethyl 2-bromo-3-cyano-pyrazolo[1,5-a]pyrimidine-7-carboxylate